2-(4-(1-methoxycyclopropyl)phenyl)-4,4,5,5-tetramethyl-1,3,2-dioxaborolane COC1(CC1)C1=CC=C(C=C1)B1OC(C(O1)(C)C)(C)C